2-(2-(1-(Cyclopropylsulfonyl)-1H-pyrazol-4-yl)pyrimidin-4-yl)-N4-((1s,4s)-4-((dimethylamino)methyl)cyclohexyl)-5-((1-methyl-1H-pyrazol-4-yl)ethynyl)pyridine-2,4-diamine C1(CC1)S(=O)(=O)N1N=CC(=C1)C1=NC=CC(=N1)C1(NC=C(C(=C1)NC1CCC(CC1)CN(C)C)C#CC=1C=NN(C1)C)N